C(C)OC(=O)C=1NC=CC1N(CC1=CC=CC=C1)CCN(C(=O)OC(C)(C)C)C(=O)OC(C)(C)C 3-[{bis(t-butoxycarbonyl)aminoethyl}-benzylamino]-1H-pyrrole-2-carboxylic acid ethyl ester